BrC1=C(C=C(C=C1)C1=C(N=NN1)C(=O)O)Cl 5-(4-bromo-3-chlorophenyl)-1H-1,2,3-triazole-4-carboxylic acid